6-(2-(4-(3-(4-fluorophenyl)-1,2,4-oxadiazol-5-yl)piperidin-1-yl)-2-oxoethyl)pyrimidine-2,4(1H,3H)-dione FC1=CC=C(C=C1)C1=NOC(=N1)C1CCN(CC1)C(CC1=CC(NC(N1)=O)=O)=O